COC1=CC(=NC=C1OC)C#CC(C)O 4-(4,5-Dimethoxypyridin-2-yl)but-3-yn-2-ol